NCCN=S1(CCCC1)=O 1-((2-aminoethyl)imino)tetrahydro-1H-1λ6-thiophene-1-oxide